aminopropyl-dimethyl-bis(dodecyloxy)-propyl-ammonium bromide [Br-].NCCC[N+](CCC(C)C)(OCCCCCCCCCCCC)OCCCCCCCCCCCC